6-(methacryloyloxy)hexyltrimethyl-ammonium bromide [Br-].C(C(=C)C)(=O)OCCCCCC[N+](C)(C)C